BrC1=CC=C(CCOO)C=C1 4-bromophenethyl hydrogen peroxide